C(CCC=CCCC)(=O)[O-] 4-octeneAt